7-(3-cyclopropylphenoxy)imidazo[1,2-a]pyridine-6-carboxylic acid C1(CC1)C=1C=C(OC2=CC=3N(C=C2C(=O)O)C=CN3)C=CC1